2-(5-Bromo-3-methyl-indol-1-yl)-pentanoic Acid (5-bromo-pyridin-2-yl)-amide BrC=1C=CC(=NC1)NC(C(CCC)N1C=C(C2=CC(=CC=C12)Br)C)=O